2-(6-cyano-2-((5-methoxy-7-methyl-1H-indol-4-yl)methyl)-2H-indazol-7-yl)acetic acid C(#N)C=1C=CC2=CN(N=C2C1CC(=O)O)CC1=C2C=CNC2=C(C=C1OC)C